(-)-2-amino-3-propanamine NC(C)CN